di(2-trifluoromethoxyphenyl)methanol FC(OC1=C(C=CC=C1)C(O)C1=C(C=CC=C1)OC(F)(F)F)(F)F